C(C)(=O)C1=NN(C2=C(C=C(C=C12)C=1C=NC(=NC1)C)C)CC(=O)N1[C@@H]2C[C@@]2(C[C@H]1C(=O)N[C@@H](C(F)(F)F)C)C (1R,3S,5R)-2-(2-(3-acetyl-7-methyl-5-(2-methylpyrimidin-5-yl)-1H-indazol-1-yl)acetyl)-5-methyl-N-((R)-1,1,1-trifluoropropan-2-yl)-2-azabicyclo[3.1.0]hexane-3-carboxamide